OC=1C=C(C2=CC=CC=C2C1)C1=C2C(=NC(=C1C)N1CC3(CN(C3)C(C=C)=O)CC1)CC(OC2)(C)C 1-(6-(4-(3-hydroxy-1-naphthalenyl)-3,7,7-trimethyl-7,8-dihydro-5H-pyrano[4,3-b]pyridin-2-yl)-2,6-diazaspiro[3.4]octan-2-yl)-2-propen-1-one